1-(4-(4-chlorophenyl)-3,4-dihydroquinoxalin-1(2H)-yl)-2-(piperidin-1-yl)propan-1-one ClC1=CC=C(C=C1)N1CCN(C2=CC=CC=C12)C(C(C)N1CCCCC1)=O